1-((((4aR,6S,7R,8S,8aR)-8-Azido-7-methoxy-2,2-dimethylhexahydropyrano[3,2-d][1,3]dioxin-6-yl)thio)(3-methylpyridin-2-yl)methyl)-4,4-difluorocyclohexan-1-ol N(=[N+]=[N-])[C@@H]1[C@H]([C@@H](O[C@H]2[C@@H]1OC(OC2)(C)C)SC(C2(CCC(CC2)(F)F)O)C2=NC=CC=C2C)OC